QUINOLINESULFONAMIDE tert-butyl-4-(5-((5-oxo-3-(trifluoromethyl)isoxazol-4(5H)-ylidene)methyl)thiophen-2-yl)piperazine-1-carboxylate C(C)(C)(C)OC(=O)N1CCN(CC1)C=1SC(=CC1)C=C1C(=NOC1=O)C(F)(F)F.N1=C(C=CC2=CC=CC=C12)S(=O)(=O)N